N1=CC=C(C=C1)C=1N=C(C2=C(N1)C=NC=C2)N2CCC1(CCN(C1)C(=O)OC(C)(C)C)CC2 tert-butyl 8-(2-(pyridin-4-yl)pyrido[3,4-d]pyrimidin-4-yl)-2,8-diazaspiro[4.5]decane-2-carboxylate